[Li+].[Li+].C(CCC)C1CC(C(CC1)C(=O)[O-])C(=O)[O-] 4-n-butylcyclohexane-1,2-dicarboxylic acid, dilithium salt